C1=CC=CC=2C3=CC=CC=C3N(C12)C=1C=C(C=CC1)C1=CC=C(C=C1)B(O)O (3'-(9H-carbazol-9-yl)-[1,1'-biphenyl]-4-yl)boronic acid